3-(6-fluoro-1-oxo-4-((7-oxo-7-(piperidin-1-yl)heptyl)thio)isoindolin-2-yl)piperidine-2,6-dione FC1=CC(=C2CN(C(C2=C1)=O)C1C(NC(CC1)=O)=O)SCCCCCCC(N1CCCCC1)=O